N[C@H]1CS(C2=C(N(C1=O)CC1=CC=C(C=C1)Cl)C=C(C=C2)C=2OC(=NN2)C(C(F)(F)F)F)(=O)=O (3R)-3-amino-5-[(4-chlorophenyl)methyl]-1,1-dioxo-7-[5-(1,2,2,2-tetrafluoroethyl)-1,3,4-oxadiazol-2-yl]-2,3-dihydro-1lambda6,5-benzothiazepin-4-one